OC=1C=C(C=CC1O)CC(=O)O C3,4-Dihydroxyphenylacetic acid